Bis(4-vinylthiophenyl) sulfide C(=C)SC1=CC=C(C=C1)SC1=CC=C(C=C1)SC=C